Br.CN(CCCC(O)(C1=CC=C(C=C1)F)C1=C(C=C(C#N)C=C1)CO)C (4-(4-dimethylamino-1-p-fluorophenyl-1-hydroxybutyl)-3-(hydroxymethyl)benzonitrile) hydrobromide